(2S)-2-amino-4-(triisopropylsilyl)but-3-yn-1-ol N[C@H](CO)C#C[Si](C(C)C)(C(C)C)C(C)C